C(C1=CC=CC=C1)NC1=C2C3=C(C=NC2=CC=C1OC)SC=1C=CC(=CC1C3=O)F (benzylamino)-10-fluoro-2-methoxy-12H-thiochromeno[2,3-c]Quinolin-12-one